ClC1=C(C(=O)C2C(CCCC2=O)=O)C=CC(=C1COCC(F)(F)F)S(=O)(=O)C 2-[2-chloro-4-(methylsulfonyl)-3-[(2,2,2-tri-fluoroethoxy)methyl]benzoyl]-1,3-cyclohexanedione